C(#N)C1=CC(=C(C=C1)C1(OC2=C(O1)C=CC=C2C2=C(C(=C(CC1=NC3=C(N1C[C@H]1OCC1)C=C(C=C3)C(=O)OC)C(=C2)F)F)F)C)F methyl 2-(4-(2-(4-cyano-2-fluorophenyl)-2-methylbenzo[d][1,3]dioxol-4-yl)-2,3,6-trifluorobenzyl)-1-(((S)-oxetan-2-yl) methyl)-1H-benzo[d]imidazole-6-carboxylate